C(CCCCC)N(C1CCCCC1)C1CCCCC1 N-hexyl-dicyclohexyl-amine